(Z)-4-((2-((4-amino-2-fluorobut-2-en-1-yl)sulfonyl)phenoxy)methyl)-N,N-diisopropylbenzenesulfonamide hydrochloride Cl.NC\C=C(\CS(=O)(=O)C1=C(OCC2=CC=C(C=C2)S(=O)(=O)N(C(C)C)C(C)C)C=CC=C1)/F